(R)-3-(4-(2-(5-((4-(difluoromethyl)-6,7-difluoro-1H-indol-5-yl)oxy)-2-fluorophenyl)-1H-imidazol-4-yl)-4-methylchroman-8-yl)propanoic acid FC(C1=C2C=CNC2=C(C(=C1OC=1C=CC(=C(C1)C=1NC=C(N1)[C@@]1(CCOC2=C(C=CC=C12)CCC(=O)O)C)F)F)F)F